3-(4-chlorophenyl)-1-isopropyl-4-(4-methylbenzyl)piperazine-2,5-dione ClC1=CC=C(C=C1)C1C(N(CC(N1CC1=CC=C(C=C1)C)=O)C(C)C)=O